CN([C@@H](CC1=CNC=N1)C(=S)O)C dimethyl-thiohistidine